C(#N)C1=CC=C(C=C1)C(CN[C@H](C(=O)NC1=NC=C(C=C1)C1=NN(C(C=C1)=O)C)C1=CC=CC=C1)C (S)-2-((2-(4-cyanophenyl)propyl)amino)-N-(5-(1-methyl-6-oxo-1,6-dihydropyridazin-3-yl)pyridin-2-yl)-2-phenylacetamide